tert-butyl 3-((4-(1-(2-cyclopropyl-5-methoxy-4-nitrophenyl)piperidin-4-yl)piperazin-1-yl) Methyl)pyrrolidine-1-carboxylate C1(CC1)C1=C(C=C(C(=C1)[N+](=O)[O-])OC)N1CCC(CC1)N1CCN(CC1)CC1CN(CC1)C(=O)OC(C)(C)C